1-[(2,4-difluorophenyl)methyl]-3-[(3-methyl-2H-indazol-5-yl)methyl]-1-(1-methylpiperidin-4-yl)urea FC1=C(C=CC(=C1)F)CN(C(=O)NCC1=CC2=C(NN=C2C=C1)C)C1CCN(CC1)C